Cl.O=C1N(CC2=CC(=CC=C12)C1CNCC1)C1C(NC(CC1)=O)=O 3-(1-oxo-5-(pyrrolidin-3-yl)isoindolin-2-yl)piperidine-2,6-dione hydrochloride